ClC1=C(C=CC2=C1N=C(S2)CN2[C@H]1CC(C[C@@H]2CCC1)NC(C1=CC(=C(C(=C1)OC)OC)OC)=O)Cl N-((1R,3s,5S)-9-((4,5-dichlorobenzo[d]thiazol-2-yl)methyl)-9-azabicyclo[3.3.1]nonan-3-yl)-3,4,5-trimethoxybenzamide